FC1([C@H]([C@@H]([C@@H]2[C@H](OC([C@@H]2C1)=O)C)\C=C\C1=NC=C(C=C1)C1=CC(=CC=C1)F)C)F (3R,3aS,4R,5S,7aR)-6,6-difluoro-4-((E)-2-(5-(3-fluorophenyl)pyridin-2-yl)vinyl)-3,5-dimethylhexahydroisobenzofuran-1(3H)-one